CC(CC1=CC=C(C=C1)NC(N)=O)C 3-[4-(2,2-dimethylethyl)phenyl]urea